o-cyanophenol C(#N)C1=C(C=CC=C1)O